C1(=CC=C(C=C1)N1C(N(C2=NC=CC=C21)C2(CCN(CC2)CC=2N(C(=CN2)C(=O)O)C)C)=O)C2=CC=CC=C2 2-((4-(1-([1,1'-biphenyl]-4-yl)-2-oxo-1,2-dihydro-3H-imidazo[4,5-b]pyridin-3-yl)-4-methylpiperidin-1-yl)methyl)-1-methyl-1H-imidazole-5-carboxylic acid